1,4-Di(2-hydroxy-2-propyl)benzene OC(C)(C)C1=CC=C(C=C1)C(C)(C)O